3,5-bis(2-chlorobenzylidene)-4-piperidone ClC1=C(C=C2CNCC(C2=O)=CC2=C(C=CC=C2)Cl)C=CC=C1